sodium benzotriazolyl phosphate P(=O)(OC1=CC=CC=2NN=NC21)([O-])[O-].[Na+].[Na+]